C(C)(C)(C)OC(=O)N1C(C2CC1C2)C(=O)O 3-tert-butoxycarbonyl-3-azabicyclo[2.1.1]hexane-2-carboxylic acid